3-(5-(((1R,2S)-2-((3-methyl-4,5,6,7-tetrahydro-1H-indazol-5-yl)amino)cyclohexyl)methyl)-1-oxoisoindolin-2-yl)piperidine-2,6-dione CC1=NNC=2CCC(CC12)N[C@@H]1[C@H](CCCC1)CC=1C=C2CN(C(C2=CC1)=O)C1C(NC(CC1)=O)=O